N-[2-(5-chloro-1H-indol-3-yl)ethyl]-2-cyclohexylidene-acetamide ClC=1C=C2C(=CNC2=CC1)CCNC(C=C1CCCCC1)=O